8-bromo-4-(dimethylamino)quinoline-3-carboxylic acid ethyl ester C(C)OC(=O)C=1C=NC2=C(C=CC=C2C1N(C)C)Br